C(C)(C)C=1C(=NNC1C=1C=C(C=2N(C1)N=CN2)C)C2=NC=C(C=C2)C2CCN(CC2)CC(C)(C)C 6-(4-isopropyl-3-(5-(1-neopentylpiperidin-4-yl)pyridin-2-yl)-1H-pyrazol-5-yl)-8-methyl-[1,2,4]triazolo[1,5-a]pyridine